6-{[(1R)-1-[3-(difluoromethyl)-2-fluorophenyl]ethyl]amino}-2-methyl-4-[(trifluoromethyl)cyclopropyl][1,2,4]triazolo[5',1':6,1]pyrido[2,3-d]pyrimidine FC(C=1C(=C(C=CC1)[C@@H](C)NC1=C2C(=NC=N1)N1C(C(=C2)C2(CC2)C(F)(F)F)=NC(=N1)C)F)F